(3-(3-Cyclopropyl-1,2,4-thiadiazol-5-yl)-8-(2-(methylsulfonyl)ethyl)-5,6-dihydro-[1,2,4]triazolo[4,3-a]pyrazin-7(8H)-yl)(3,4-dichlorophenyl)methanone C1(CC1)C1=NSC(=N1)C1=NN=C2N1CCN(C2CCS(=O)(=O)C)C(=O)C2=CC(=C(C=C2)Cl)Cl